phenyl dihydrogen phosphate P(=O)(OC1=CC=CC=C1)(O)O